4-(4-trifluoromethylphenyl)piperazine potassium (S)-1-isopropylaziridine-2-carboxylate C(C)(C)[N@]1C(C1)C(=O)[O-].[K+].FC(C1=CC=C(C=C1)N1CCNCC1)(F)F